((2R,6S)-4-(2-aminooxazolo[4,5-c]pyridin-7-yl)-6-(methoxymethyl)morpholin-2-yl)((S)-8-chloro-1-methyl-6-(trifluoromethyl)-3,4-dihydroisoquinolin-2(1H)-yl)methanone NC=1OC2=C(C=NC=C2N2C[C@@H](O[C@@H](C2)COC)C(=O)N2[C@H](C3=C(C=C(C=C3CC2)C(F)(F)F)Cl)C)N1